FC1=C(N)C=CC(=C1)C1=NC(=NO1)C1=CC=C(C=C1)OC(F)(F)F 2-fluoro-4-(3-(4-(trifluoromethoxy)phenyl)-1,2,4-oxadiazol-5-yl)aniline